N-pivaloyl-benzamide C(C(C)(C)C)(=O)NC(C1=CC=CC=C1)=O